4-(6-(6-methoxy-5-nitropyridin-3-yl)pyrido[3,2-d]pyrimidin-4-yl)-3,6-dihydropyridine COC1=C(C=C(C=N1)C=1C=CC=2N=CN=C(C2N1)C=1CC=NCC1)[N+](=O)[O-]